N[C@@H]1CN(CC[C@H]1F)C1=NC2=C(N1CC1=CC=CC(=N1)C#N)C=C(C(=C2)F)F 6-((2-((3R,4R)-3-amino-4-fluoro-1-piperidinyl)-5,6-difluoro-1H-benzimidazol-1-yl)methyl)-2-pyridinecarbonitrile